5-isocyanato-1,3-dimethyl-6-nitro-1H-benzo[d]imidazol-2(3H)-one N(=C=O)C1=CC2=C(N(C(N2C)=O)C)C=C1[N+](=O)[O-]